C1(=CC=CC=C1)C1=CCC(CNC1)O 6-phenyl-2,3,4,7-tetrahydro-1H-3-azepinol